5-(3-chlorophenyl)-3-[2-(3-fluoro-3-methyl-azetidin-1-yl)-2-oxo-ethyl]-7-(1-hydroxyethyl)pyrrolo[2,1-f][1,2,4]triazin-4-one ClC=1C=C(C=CC1)C=1C=C(N2N=CN(C(C21)=O)CC(=O)N2CC(C2)(C)F)C(C)O